C(C(=C)C)(=O)OC(C(=O)OC(C)CC)(C)C Secondary butyl α-methacryloyloxyisobutyrate